1,4-bis(allyloxy)anthracene-9,10-dione C(C=C)OC1=CC=C(C=2C(C3=CC=CC=C3C(C12)=O)=O)OCC=C